(4-(hydroxymethyl)-1H-imidazol-1-yl)benzonitrile OCC=1N=CN(C1)C1=C(C#N)C=CC=C1